[Na+].OCC=1C=C(COC=2C=C(C(=O)ON3C(C(CC3=O)S(=O)(=O)[O-])=O)C=CC2)C=CC1[N+](=O)[O-] 1-((3-((3-(hydroxymethyl)-4-nitrobenzyl)oxy)benzoyl)oxy)-2,5-dioxopyrrolidine-3-sulfonic acid sodium salt